1-cyclopentyl-4-fluoro-2-(trifluoromethyl)-1H-benzo[d]imidazole C1(CCCC1)N1C(=NC2=C1C=CC=C2F)C(F)(F)F